COC1=C(C=CC(=C1F)C2=NC(=C(C(=C2F)N)Cl)C(=O)O)Cl The molecule is a pyridinemonocarboxylic acid that is picolinic acid which is substituted at positions 3, 4, 5, and 6 by chlorine, amino, fluorine, and 4-chloro-2-fluoro-3-methoxyphenyl groups, respectively. An auxin herbicide developed by Dow AgroSciences and sold as the corresponding benzyl ester, florpyrauxifen-benzyl. It has a role as a herbicide and a synthetic auxin. It is a pyridinemonocarboxylic acid, an aminopyridine, a biaryl, a member of monochlorobenzenes, a member of monofluorobenzenes and an aromatic ether.